C1(=CC=CC=C1)C1=C(C(=CC(=C1)O)O)C1CCCC=C1 1'',2'',3'',4''-tetrahydro-[1,1':2',1''-terphenyl]-3',5'-diol